N-(4-bromo-2-methylbenzyl)-4,5,6,7-tetrahydrobenzo[b]thiophene-2-carboxamide BrC1=CC(=C(CNC(=O)C2=CC3=C(S2)CCCC3)C=C1)C